N-[(1S)-1-[2-(6-carbamoyl-pyrimidin-4-yl)-1,2,4-triazol-3-yl]ethyl]-N-methyl-carbamic acid tert-butyl ester C(C)(C)(C)OC(N(C)[C@@H](C)C=1N(N=CN1)C1=NC=NC(=C1)C(N)=O)=O